COCCNC(=O)C1=CC2=C(N(C(=N2)NC=2OC3=C(N2)C=CC(=C3)OC(F)(F)F)CCS(=O)(=O)C)C=C1 N-(2-methoxyethyl)-1-(2-(methylsulfonyl)ethyl)-2-((6-(trifluoromethoxy)benzo[d]oxazol-2-yl)amino)-1H-benzo[d]imidazole-5-carboxamide